COC1=C2C(C=C(OC2=CC(=C1OC)OC)C1=CC=CC=C1)=O 5,6,7-Trimethoxyflavon